[N+](=O)([O-])C=1C=CC(=NC1NC[C@H]1OCC1)C(=O)OC Methyl (S)-5-nitro-6-((oxetan-2-ylmethyl)amino)pyridinecarboxylate